BrCC1CC=CCC1CBr 4,5-bis(bromomethyl)cyclohex-1-ene